NC=1C=C2C(NC(C2=CC1)=O)=O 5-aminoisoindoline-1,3-dione